6-(2,5-dimethyl-4-(4-morpholinobenzyl)thiophene-3-carboxamido)spiro[3.3]heptane-2-carboxylic acid CC=1SC(=C(C1C(=O)NC1CC2(CC(C2)C(=O)O)C1)CC1=CC=C(C=C1)N1CCOCC1)C